C1(=CC=C(C=C1)N(C1=CC=C(C=C1)C1=CC2=CC=CC=C2C=C1)C1=CC=C(C=C1)Br)C1=CC=CC=C1 biphenyl-4-yl-(4-bromophenyl)-{4-(naphthalen-2-yl)phenyl}-amine